1-(4-tert-butylphenyl)-3-phenylbut-3-en-1-one oxime C(C)(C)(C)C1=CC=C(C=C1)C(CC(=C)C1=CC=CC=C1)=NO